C1=C(C(=CC(=C1C(=O)Cl)C(=O)Cl)C(=O)Cl)C(=O)Cl benzene-2,3,5,6-tetracarbonyl chloride